5-bromo-3-(ethylsulfanyl)-N-hydroxypyridine-2-carboxamidine BrC=1C=C(C(=NC1)C(=N)NO)SCC